ClC1=C(C(=CC(=C1)C)Cl)N1C(C2=C(N=C(N=C2)SC)C=C1)=O 6-(2,6-dichloro-4-methyl-phenyl)-2-methylsulfanyl-pyrido[4,3-d]Pyrimidin-5-one